C(C)(C)(C)C1=C(OC2=C(C=CC=C2)NC(=O)C=2C(=NN(C2)C)C(F)F)C=C(C=C1)C(C)C N-(2-(2-tert-butyl-5-isopropylphenoxy)phenyl)-1-methyl-3-difluoromethyl-1H-pyrazole-4-carboxamide